ClC=1C=C(C=CC1C)N1C=2C=CC3=C(C2C=2C4=C(C=CC12)C=CC=C4)C=CC=C3 7-(3-chloro-4-methylphenyl)-7H-dibenzo[c,g]carbazole